3-bromo-6-chlorobenzene-1,2-diol BrC1=C(C(=C(C=C1)Cl)O)O